C(#N)C1=CC=C(C=C1)[C@@H]1CN(CC[C@H]1CO)C(=O)OCC1=CC=CC=C1 benzyl (3R,4R)-3-(4-cyanophenyl)-4-(hydroxymethyl)piperidine-1-carboxylate